(+/-)-4-bromoamphetamine HCl Cl.BrC1=CC=C(C[C@H](N)C)C=C1 |r|